C(=C)CCCCCCCCCCCC[Si](C)(C)C vinyldodecyltrimethylsilane